N-(4-cyano-3-(2-(dimethylamino)ethoxy)phenyl)-6-(2-fluoro-4-(5-methyl-1,2,4-oxadiazol-3-yl)phenyl)nicotinamide tert-butyl-(4-azidobutyl)carbamate C(C)(C)(C)N(C(O)=O)CCCCN=[N+]=[N-].C(#N)C1=C(C=C(C=C1)NC(C1=CN=C(C=C1)C1=C(C=C(C=C1)C1=NOC(=N1)C)F)=O)OCCN(C)C